(7,7-dimethyl-7H-benzo[c]fluoren-9-yl)boronic acid CC1(C=2C=C(C=CC2C=2C3=C(C=CC12)C=CC=C3)B(O)O)C